2,2-dimethyl-propionic acid 4-benzoyl-2-(1-methyl-allyl)-phenyl ester C(C1=CC=CC=C1)(=O)C1=CC(=C(C=C1)OC(C(C)(C)C)=O)C(C=C)C